N-(cyclopropylmethyl)-2-(4-(7-fluoro-1-methyl-2,3-dioxo-2,3-dihydropyrido[2,3-b]pyrazin-4(1H)-yl)piperidin-1-yl)pyrimidine-5-sulfonamide C1(CC1)CNS(=O)(=O)C=1C=NC(=NC1)N1CCC(CC1)N1C2=C(N(C(C1=O)=O)C)C=C(C=N2)F